C(C1=CC=CC=C1)S(=O)(=O)OCC1=C(C=CC=C1[N+](=O)[O-])[N+](=O)[O-] toluenesulfonic acid, 2,6-dinitrobenzyl ester